6-(4,4-difluoropiperidin-1-yl)-4-(trifluoromethyl)pyridin-2-yl-4-[(1-ethyl-1H-pyrazol-4-yl)methyl]-5-methyl-2,4-dihydro-3H-1,2,4-triazol-3-one FC1(CCN(CC1)C1=CC(=CC(=N1)N1N=C(N(C1=O)CC=1C=NN(C1)CC)C)C(F)(F)F)F